N-((S)-1-(((S)-4-((1,1,1,3,3,3-hexafluoropropan-2-yl)oxy)-3-oxo-1-((S)-2-oxopyrrolidin-3-yl)butan-2-yl)amino)-4-methyl-1-oxopentan-yl)-4-methoxy-1H-indole-2-carboxamide FC(C(C(F)(F)F)OCC([C@H](C[C@H]1C(NCC1)=O)NC([C@H](CC(C)C)NC(=O)C=1NC2=CC=CC(=C2C1)OC)=O)=O)(F)F